COC1(CC(CC(C1)C)(C)C)OOC(C)(C)CC 1-methoxy-1-(t-amylperoxy)-3,3,5-trimethylcyclohexane